3-oxa-8-azabicyclo[3.2.1]octane HCl Cl.C12COCC(CC1)N2